methyl {4-[5-(trifluoromethyl)-1,3,4-oxadiazol-2-yl]phenoxy}acetate FC(C1=NN=C(O1)C1=CC=C(OCC(=O)OC)C=C1)(F)F